NC=1C(=C(C(=C(C(=O)NC=2C=C(C=CC2N2CCN(CC2)C)N2NN=C3C2=CC=CN3NC(=O)C3CCN(CC3)C)C1)Cl)C)F N-(1-(3-(5-amino-2-chloro-4-fluoro-3-methylbenzamido)-4-(4-methylpiperazin-1-yl)phenyl)-1H-1,2,3-triazolopyridin-4-yl)-1-methylpiperidine-4-carboxamide